2-amino-2-methyl-N-(2-(4-methylpiperazin-1-yl)ethyl)propionamide NC(C(=O)NCCN1CCN(CC1)C)(C)C